2-(3-chlorophenyl)acetamide ClC=1C=C(C=CC1)CC(=O)N